COC=1C=CC=2C[C@@H]3[C@@H]4CCC([C@H]5[C@@]4(C2C1O5)CCN3C)=O 4,5a-epoxy-3-methoxy-17-methyl-6-morphinanone